FC1=C(/C=C/S(=O)(C2=NC=CC=C2OC)=N)C=CC=C1 (E)-(2-fluorostyryl)(imino)(3-methoxypyridin-2-yl)-lambda6-sulfanone